NC1=C2C(=NC=N1)N(N=C2C=2NC1=CC=C(C=C1C2)O)CCCCNC(OCCCC)=O butyl (4-(4-amino-3-(5-hydroxy-1H-indol-2-yl)-1H-pyrazolo[3,4-d]pyrimidin-1-yl)butyl)carbamate